C(C1=CC=CC=C1)OC1=NC(=CC=C1N1C(NC2=C1C=CC=C2N2CCC(CC2)O[C@@H]2CC[C@H](CC2)C(OC)OC)=O)OCC2=CC=CC=C2 trans-3-(2,6-dibenzyloxy-3-pyridyl)-7-[4-[4-(dimethoxymethyl)cyclohexoxy]-1-piperidyl]-1H-benzimidazol-2-one